C(C)(C)(C)OC(=O)NC=1C=C(C(=O)O)C=C(C1)C1=CN=C2N1C=C(C(=C2)OC)S(=O)(=O)C(C)(C)C 3-((tert-butoxycarbonyl)amino)-5-(6-(tert-butylsulfonyl)-7-methoxyimidazo[1,2-a]pyridin-3-yl)benzoic acid